FC(C=1C=C2C(=CC1)C(OC21CCN(CC1)CC#C[Si](C)(C)C)C#N)(F)F 5-(trifluoromethyl)-1'-(3-trimethylsilylprop-2-ynyl)spiro[1H-isobenzofuran-3,4'-piperidine]-1-carbonitrile